N(=[N+]=[N-])[C@@H]1[C@@H](OCC2=CC=CC=C2)O[C@@H]([C@@H]1OCC1=CC=CC=C1)[C@@H](O)COCC1=CC=CC=C1 Benzyl 2-azido-3,6-di-O-benzyl-2-deoxy-β-L-gulofuranoside